FC(C1=NN=C(O1)C1=CC=C2CN(C(C2=C1)=O)N(C)CC1=C2C=CN=CC2=CC=C1)F 6-[5-(difluoromethyl)-1,3,4-oxadiazol-2-yl]-2-{[(isoquinolin-5-yl)methyl](methyl)amino}-2,3-dihydro-1H-isoindol-1-one